2-((bis(benzyloxy)phosphoryl)oxy)ethyl 2-(4-methoxybenzyl)-5-(7-(2-(4-methoxybenzyl)-2H-1,2,3-triazol-4-yl)-9H-fluoren-2-yl)-2H-1,2,3-triazole-4-carboxylate COC1=CC=C(CN2N=C(C(=N2)C(=O)OCCOP(=O)(OCC2=CC=CC=C2)OCC2=CC=CC=C2)C2=CC=3CC4=CC(=CC=C4C3C=C2)C2=NN(N=C2)CC2=CC=C(C=C2)OC)C=C1